Tert-butyl (1S,2S)-2-((trifluoromethoxy)methyl)cyclopropane-1-carboxylate FC(OC[C@@H]1[C@H](C1)C(=O)OC(C)(C)C)(F)F